2-bromo-1-(1H-indol-1-yl)-2-methylbutane-1-one BrC(C(=O)N1C=CC2=CC=CC=C12)(CC)C